benzyl (1R,5S)-3,8-diazabicyclo[3.2.1]octane-8-carboxylate [C@H]12CNC[C@H](CC1)N2C(=O)OCC2=CC=CC=C2